COC1=CC=C(C=C1)CC(=O)NC(C(=O)O)CCN(CCCCC1=NC=2NCCCC2C=C1)CCOC1=CC=CC=C1 2-[[2-(4-methoxyphenyl)acetyl]amino]-4-[2-phenoxyethyl-[4-(5,6,7,8-tetrahydro-1,8-naphthyridin-2-yl)butyl]amino]butanoic acid